2-bromo-1-(2-thienyl)-1-ethanone BrCC(=O)C=1SC=CC1